NC1=NN2C(N=C(C=C2)N2C(C3CC3C2)C=2C(=NC=C(C2)F)OCC[C@@H](C)N)=C1C(=O)O 2-amino-5-(2-(2-((R)-3-aminobutoxy)-5-fluoropyridin-3-yl)-3-azabicyclo[3.1.0]hex-3-yl)pyrazolo[1,5-a]pyrimidine-3-carboxylic acid